3-(2-methacryloyloxyethyl)-2-phenyloxetane C(C(=C)C)(=O)OCCC1C(OC1)C1=CC=CC=C1